2-[5-ethyl-5-[(acryloyloxy) methyl]-1,3-dioxan-2-yl]-2,2-dimethylethyl acrylate C(C=C)(=O)OCC(C)(C)C1OCC(CO1)(COC(C=C)=O)CC